Ethyl 6-((tert-butoxycarbonyl)amino)-3-isopropyl-1-methyl-2-oxo-2,3-dihydro-1H-benzo[d]imidazole-5-carboxylate C(C)(C)(C)OC(=O)NC=1C(=CC2=C(N(C(N2C(C)C)=O)C)C1)C(=O)OCC